3-bromo-7a,8,9,10-tetrahydro-7H-pyrrolizino[2,3-c]quinoline BrC1=CC=C2C3=C(C=NC2=C1)CC1CCCN13